C(#N)C=1C=NN2C1C(=CC(=C2)OCC(C)(C)O)C=2C=CC(=NC2)N2CCC(CC2)(C)NC(C2=CC=C(C=C2)F)=O N-(1-(5-(3-cyano-6-(2-hydroxy-2-methylpropoxy)pyrazolo[1,5-a]pyridin-4-yl)pyridin-2-yl)-4-methylpiperidin-4-yl)-4-fluorobenzamide